3-[6-cyclopropyl-4-[2-(3,3-difluoroazetidine-1-carbonyl)-4-fluorophenyl]pyridin-2-yl]-6-[[[(2S)-1-methoxypropan-2-yl]amino]methyl]-5H-pyrrolo[3,2-d]pyrimidin-4-one C1(CC1)C1=CC(=CC(=N1)N1C=NC2=C(C1=O)NC(=C2)CN[C@H](COC)C)C2=C(C=C(C=C2)F)C(=O)N2CC(C2)(F)F